C(C)N(C(C1=C(C=CC(=C1)F)OC1=C(N=CN=N1)N1CC2(CN(C2)C(C(C)C)CCCNCC(C)(C)OC)CC1)=O)C(C)C N-ethyl-5-fluoro-N-isopropyl-2-((5-(2-(6-((2-methoxy-2-methylpropyl)amino)-2-methylhexan-3-yl)-2,6-diazaspiro[3.4]oct-6-yl)-1,2,4-triazin-6-yl)oxy)benzamide